1-((S)-fluoro((R or S)-3-(2-(5-fluoro-thiophen-2-yl)ethyl)-1-(2-(6-methylpyridin-3-yl)propan-2-yl)pyrrolidin-3-yl)methyl)urea F[C@H](NC(=O)N)[C@]1(CN(CC1)C(C)(C)C=1C=NC(=CC1)C)CCC=1SC(=CC1)F |o1:6|